C(C)(C)(C)OC(=O)N1CC=2C(=NN3C2C(N(C[C@H]3C)C(C)C=3C=NC(=CC3)C(C)(C)O)=O)C[C@H]1C (3R,7R)-9-(1-(6-(2-hydroxy-propan-2-yl)pyridin-3-yl)ethyl)-3,7-dimethyl-10-oxo-3,4,7,8,9,10-hexahydropyrido[4',3':3,4]Pyrazolo[1,5-a]Pyrazine-2(1H)-carboxylic acid tert-butyl ester